ethyl 1-[(1S)-1-cyclobutylethyl]-1H-imidazole-4-carboxylate C1(CCC1)[C@H](C)N1C=NC(=C1)C(=O)OCC